3-(5-(((3R,6S)-1-cyclobutyl-6-methylpiperidin-3-yl)oxy)-1-oxoisoindolin-2-yl)piperidine-2,6-dione C1(CCC1)N1C[C@@H](CC[C@@H]1C)OC=1C=C2CN(C(C2=CC1)=O)C1C(NC(CC1)=O)=O